C1=2C=C(C=CC2CC1)C1CC(C1)N(C(=O)C1CC2(C1)NC(OC2)=O)C N-((1s,3S)-3-(bicyclo[4.2.0]oct-1(6),2,4-trien-3-yl)cyclobutyl)-N-methyl-6-oxo-7-oxa-5-azaspiro[3.4]octane-2-carboxamide